diphenylmethylene(cyclopentadienyl)(2,7-dimethyl-9-fluorenyl)hafnium C1(=CC=CC=C1)C(C1=CC=CC=C1)=[Hf](C1C2=CC(=CC=C2C=2C=CC(=CC12)C)C)C1C=CC=C1